N-[6-[2-(Dimethylcarbamoyl)pyrimidin-5-yl]-2-methoxy-3-pyridyl]-5-methyl-3-phenyl-isoxazole-4-carboxamide CN(C(=O)C1=NC=C(C=N1)C1=CC=C(C(=N1)OC)NC(=O)C=1C(=NOC1C)C1=CC=CC=C1)C